OC=1C=C(C=CC1O)C=CC(=O)N 3-(3,4-dihydroxyphenyl)acrylamide